COC1=CC=C(CN2C=NC3=C2C2=C(N=C(S2)NC(OC(C)(C)C)=O)C=C3C=3C=NC(=CC3C)C(CC)=O)C=C1 tert-butyl (8-(4-methoxybenzyl)-5-(4-methyl-6-propionylpyridin-3-yl)-8H-imidazo[4',5':3,4]benzo[1,2-d]thiazol-2-yl)carbamate